BrC=1C=C(CN(C1)C)C 5-bromo-1,3-dimethylpyridin